COC1=CC=C(CSC2=C(C=C(C=C2)C(F)(F)F)O)C=C1 ((4-methoxybenzyl)thio)-5-(trifluoromethyl)phenol